ClC1=CC=C(C=C1)[C@@H]1COC2=C(O1)C=CC=C2C2CCN(CC2)CC=2N(C(=CN2)/C=C/C(=O)OCC)CC2=CN=CO2 ethyl (R,E)-3-(2-((4-(2-(4-chlorophenyl)-2,3-dihydrobenzo[b][1,4]dioxin-5-yl)piperidin-1-yl)methyl)-1-(oxazol-5-ylmethyl)-1H-imidazol-5-yl)acrylate